5-((6-bromo-3-isopropyl-3H-imidazolo[4,5-c]pyridin-4-yl)amino)-N,2-dimethylbenzamide BrC1=CC2=C(C(=N1)NC=1C=CC(=C(C(=O)NC)C1)C)N(C=N2)C(C)C